2-(3,4-dimethylphenyl)-1-indenone CC=1C=C(C=CC1C)C=1C(C2=CC=CC=C2C1)=O